N-((3-chloro-4-fluorophenyl)(5-methyl-4-(methylsulfonyl)-1H-imidazol-2-yl)methyl)-5-(trifluoromethyl)pyrazin-2-amine ClC=1C=C(C=CC1F)C(NC1=NC=C(N=C1)C(F)(F)F)C=1NC(=C(N1)S(=O)(=O)C)C